C1(CCCCCN1)=O.C1(CCCCCN1)=O.[Na] sodium biscaprolactam